2-((3-(cis-2-hydroxy-2-methylcyclobutoxy)-1-(methyl-d3)-1H-pyrazol-4-yl)amino)-7-((S)-1-methoxypropan-2-yl)-7H-pyrrolo[2,3-d]pyrimidine-6-carbonitrile O[C@@]1([C@@H](CC1)OC1=NN(C=C1NC=1N=CC2=C(N1)N(C(=C2)C#N)[C@H](COC)C)C([2H])([2H])[2H])C